N-[[1-[4-(pentafluoro-λ6-sulfanyl)phenyl]indazol-3-yl]methyl]prop-2-enamide FS(C1=CC=C(C=C1)N1N=C(C2=CC=CC=C12)CNC(C=C)=O)(F)(F)(F)F